2-(6'-bromo-1',3'-dioxospiro[cyclopentane-1,4'-isoquinoline]-2'-yl)-N-(5-fluoropyrimidin-2-yl)acetamide BrC=1C=C2C3(C(N(C(C2=CC1)=O)CC(=O)NC1=NC=C(C=N1)F)=O)CCCC3